(5-[(2-aminoethyl)amino])Naphthalene-1-sulfonic acid NCCNC1=C2C=CC=C(C2=CC=C1)S(=O)(=O)O